CC1=C(C=C(C=C1)NC(=O)C1=NC=CC(=C1)C(F)(F)F)C1=CC2=C(N=C(N=C2)NC)N2C1=NCC21CCCC1 N-(4-methyl-3-(2'-(methylamino)-8'H-spiro[cyclopentane-1,9'-imidazo[1',2':1,6]pyrido[2,3-d]pyrimidine]-6'-yl)phenyl)-4-(trifluoromethyl)pyridineamide